[Ca].C1(CCCCC1)C=1OC2=C(C=C(C=C2C(C1)=O)C)C(C)NC1=C(C=CC=C1)B1OC(C(O1)(C)C)(C)C 2-cyclohexyl-6-methyl-8-(1-((2-(4,4,5,5-tetramethyl-1,3,2-dioxaborolan-2-yl)phenyl)amino)ethyl)-4H-chromen-4-one calcium